Methyl 4-(4-((tert-butoxycarbonyl)amino)-1-methyl-1H-pyrrole-2-carboxamido)benzoate C(C)(C)(C)OC(=O)NC=1C=C(N(C1)C)C(=O)NC1=CC=C(C(=O)OC)C=C1